C(C)(C)NC1=NC=CC(=N1)C=O 2-(ISOPROPYLAMINO)PYRIMIDINE-4-CARBALDEHYDE